4-acetyl-2,6,6-trimethyl-6H,7H,8H,9H,11H-pyrido[2,1-b]quinazolin-11-one C(C)(=O)C=1C=C(C=C2C(N3C(=NC12)C(CCC3)(C)C)=O)C